2-[3-(methoxymethyl)-4-(1-methyl-4-piperidyl)anilino]-4-[[6-(2-oxopyrrolidin-1-yl)-2-pyridyl]amino]pyrimidine-5-carbonitrile COCC=1C=C(NC2=NC=C(C(=N2)NC2=NC(=CC=C2)N2C(CCC2)=O)C#N)C=CC1C1CCN(CC1)C